C(CC)NS(=O)(=O)C1CCNCC1 N-propylpiperidine-4-sulfonamide